(S)-N-(pyrrolidin-3-yl)furo[3,2-c]Pyridine-7-amine hydrochloride Cl.N1C[C@H](CC1)NC=1C2=C(C=NC1)C=CO2